2-methoxy-5-fluoroacetophenone COCC(=O)C1=CC=CC=C1F